FC1=C(C=C(C=C1)NC(=O)[C@@H]1[C@@H]([C@@H]\2CC[C@H]1/C2=C/C(F)(F)F)NC(=O)C=2C=C(C(=NC2O)C)C=2C=C(C(=O)O)C=CC2)C(F)(F)F 3-(5-(((1R,2R,3S,4R,Z)-3-((4-fluoro-3-(trifluoromethyl)phenyl)carbamoyl)-7-(2,2,2-trifluoroethylidene)bicyclo[2.2.1]heptan-2-yl)carbamoyl)-6-hydroxy-2-methylpyridin-3-yl)benzoic acid